ClC1=NC=CC=C1COC1=CC=C(C2=CC=CC=C12)NC(OC(C)(C)C)=O tert-butyl (4-((2-chloropyridinyl)methoxy)naphthalen-1-yl)carbamate